CC1=CC=C(C=C1)S(=O)(=O)[O-].C(CCC)[N+](CCCC)(CCCC)CCCC tetrabutylammonium para-toluenesulfonate